(tert-Butoxyhexyl)methyldichlorosilane C(C)(C)(C)OCCCCCC[Si](Cl)(Cl)C